[Sc].[Ce] cerium-scandium